3-methoxy-N-(3-(1-methyl-1H-pyrazol-5-yl)-4-(2-morpholinoethoxy)phenyl)benzamide COC=1C=C(C(=O)NC2=CC(=C(C=C2)OCCN2CCOCC2)C2=CC=NN2C)C=CC1